C1(C=CC2=CC=CC=C12)[Si](C)(C)C1C=C(C2=CC=CC=C12)C(C)C (1H-inden-1-yl)(3-isopropyl-1H-inden-1-yl)dimethylsilane